NC=1N=C(C2=C(N1)NC=C2)OC2=CC=C(C=C2)NC(N[C@H](C(=O)O)CC2=CC=CC1=CC=CC=C21)=O (S)-2-(3-(4-((2-amino-7H-pyrrolo[2,3-d]pyrimidin-4-yl)oxy)phenyl)ureido)-3-(naphthalen-1-yl)propanoic acid